(4-(cyclopentyloxy)-3-fluorophenyl)-7-(1H-tetrazol-5-yl)benzofuran-3-carboxamide C1(CCCC1)OC1=C(C=C(C=C1)C=1OC2=C(C1C(=O)N)C=CC=C2C2=NN=NN2)F